CC1=CC=C(O1)C=1C=2N(C=C(N1)NC(=O)C1CC1)N=C(N2)C(C)C N-[8-(5-methylfuran-2-yl)-2-propan-2-yl-[1,2,4]triazolo[1,5-a]pyrazin-6-yl]cyclopropanecarboxamide